SCCC[Si](OCC)(OCC)C γ-mercaptopropyl-methyl-diethoxysilane